3-Ethyl-5-methoxy-[1,2,4]triazolo[4,3-a]pyridin-6-amine C(C)C1=NN=C2N1C(=C(C=C2)N)OC